CC(CN(CCC1=CNC=2C=CC=C(C12)O)CC(C)C)C 3-(2-[Bis(2-methylpropyl)amino]ethyl)-1H-indol-4-ol